isopropyl (R)-2-(6-(1-((tert-butoxycarbonyl)amino)ethyl)-1-(cyclopropylmethyl)-1H-pyrrolo[2,3-b]pyridin-2-yl)-7-methoxy-1-methyl-1H-benzo[d]imidazolecarboxylate C(C)(C)(C)OC(=O)NC(C)C1=CC=C2C(=N1)N(C(=C2)[C@]2(NC1=C(N2C)C(=CC=C1)OC)C(=O)OC(C)C)CC1CC1